C1(=CC=CC=C1)C1N2C(COC1)=NC1=C2N=C(C=C1)C=1C=NC(=NC1)N1CC(CCC1)CO (1-(5-(9-phenyl-8,9-dihydro-6H-pyrido[3',2':4,5]imidazo[2,1-c][1,4]oxazin-2-yl)pyrimidin-2-yl)piperidin-3-yl)methanol